COC(C1=C(C=CC=C1F)F)=O 2,6-difluorobenzoic acid methyl ester